(M)-7-(2,4-difluoro-5-hydroxyphenyl)-6-fluoro-1-(4-methyl-2-(2-propanyl)-3-pyridinyl)-4-((2S)-2-methyl-4-(2-propenoyl)-1-piperazinyl)pyrido[2,3-d]pyrimidin-2(1H)-one FC1=C(C=C(C(=C1)F)O)C=1C(=CC2=C(N(C(N=C2N2[C@H](CN(CC2)C(C=C)=O)C)=O)C=2C(=NC=CC2C)C(C)C)N1)F